tert-Butyl 3-(4-(((tert-butyldiphenylsilyl)oxy)methyl)-1,1-difluoropent-4-en-1-yl)-6,7-dihydro-2H-pyrazolo[4,3-c]pyridine-5(4H)-carboxylate [Si](C1=CC=CC=C1)(C1=CC=CC=C1)(C(C)(C)C)OCC(CCC(F)(F)C=1NN=C2C1CN(CC2)C(=O)OC(C)(C)C)=C